2-phenyl-4-bromobutane C1(=CC=CC=C1)C(C)CCBr